7-(bromomethyl)-2-methyloxazolo[4,5-c]quinolin BrCC=1C=CC=2C3=C(C=NC2C1)N=C(O3)C